ethyl (2S)-2-[[4-[(2-amino-4-hydroxy-pteridin-6-yl)methylamino]benzoyl]-(2,2,2-trifluoroacetyl)amino]-3-[4-(2-prop-2-ynoxyethoxy)phenyl]propanoate NC1=NC2=NC=C(N=C2C(=N1)O)CNC1=CC=C(C(=O)N([C@H](C(=O)OCC)CC2=CC=C(C=C2)OCCOCC#C)C(C(F)(F)F)=O)C=C1